C1(=CC=CC=C1)C1=NC(=NC=N1)C1=NC=NC=N1 phenyl-bis-triazine